tert-Butyl 8-[6-(2-amino-3-cyano-5-fluoro-benzofuran-4-yl)-5-fluoro-7,9-dihydrofuro[3,4-f]quinazolin-1-yl]-3,8-diazabicyclo[3.2.1]octane-3-carboxylate NC=1OC2=C(C1C#N)C(=C(C=C2)F)C=2C1=C(C=3C(=NC=NC3C2F)N2C3CN(CC2CC3)C(=O)OC(C)(C)C)COC1